C(C#CC)(=O)N[C@@H]1C[C@H](CC1)C1=C2C(=C(NC2=C(C=C1F)C(=O)N)C)C 4-((1S,3S)-3-(but-2-ynamido)cyclopentyl)-5-fluoro-2,3-dimethyl-1H-indole-7-carboxamide